(dimethylamino)quinoline-5-sulfonyl chloride CN(C)C1=NC=2C=CC=C(C2C=C1)S(=O)(=O)Cl